diethyl 2-((3-nitropyridin-2-yl)methyl)malonate [N+](=O)([O-])C=1C(=NC=CC1)CC(C(=O)OCC)C(=O)OCC